N-methylaminopropyl-trimethoxysilane sodium [Na].CNCCC[Si](OC)(OC)OC